C(CCCCCCCCCCCCCCCCC)OC(CC)O octadecyloxylpropan-1-ol